1-((2R,4S,5R)-4-hydroxy-5-(hydroxymethyl)tetrahydrofuran-2-yl)-4-(methylamino)pyrimidin-2(1H)-one O[C@H]1C[C@@H](O[C@@H]1CO)N1C(N=C(C=C1)NC)=O